FC=1C=C(C(=C(C1)N1C(C2=CC=3CC(CC3N2CC1)(C)C)=O)C)C1=NC=NC=C1OC[C@H]1NCCC1 10-(5-fluoro-2-methyl-3-{5-[(2S)-pyrrolidin-2-ylmethoxy]pyrimidin-4-yl}phenyl)-4,4-dimethyl-1,10-diazatricyclo[6.4.0.0^{2,6}]dodeca-2(6),7-dien-9-one